(S)-(2-bromo-6-(3-ethylmorpholino)pyridin-4-yl)methanol BrC1=NC(=CC(=C1)CO)N1[C@H](COCC1)CC